N-[(1R,3S)-3-{[6-fluoro-2-(trifluoromethyl)quinolin-4-yl]amino}cyclohexyl]-2-oxo-2,3-dihydropyridine-4-carboxamide FC=1C=C2C(=CC(=NC2=CC1)C(F)(F)F)N[C@@H]1C[C@@H](CCC1)NC(=O)C=1CC(N=CC1)=O